benzyl rac-{2-(2-((tert-butyldimethylsilyl)oxy)-1-(dimethylamino)ethyl)pyridin-4-yl}carbamate [Si](C)(C)(C(C)(C)C)OC[C@H](N(C)C)C1=NC=CC(=C1)NC(OCC1=CC=CC=C1)=O |r|